(cyclohexylideneamino)N-[6-[(cyclohexylideneamino)oxycarbonylamino]hexyl]carbamate C1(CCCCC1)=NN(C([O-])=O)CCCCCCNC(=O)ON=C1CCCCC1